2-(3,4-difluorophenyl)-2-(1-(4-(hydroxymethyl)piperidine-1-carbonyl)piperidin-4-ylidene)acetonitrile FC=1C=C(C=CC1F)C(C#N)=C1CCN(CC1)C(=O)N1CCC(CC1)CO